(2s)-4-[5-(aminomethyl)-3-methyl-7-[4-(trifluoromethoxy)phenyl]benzimidazol-4-yl]but-3-yne-1,2-diol NCC1=C(C2=C(N=CN2C)C(=C1)C1=CC=C(C=C1)OC(F)(F)F)C#C[C@@H](CO)O